5-(ethylsulfonyl)-3-methoxypyridin-2-amine C(C)S(=O)(=O)C=1C=C(C(=NC1)N)OC